C(C)(C)(C)OC(=O)N1CC[C@](C2=CC(=CC=C12)C(=O)O)(C)C#N (S)-1-(tert-Butoxycarbonyl)-4-cyano-4-methyl-1,2,3,4-tetrahydroquinoline-6-carboxylic acid